[Cl-].C(CCCCCCCCCCCCCCC)[N+](C)(C)CCCCCCCCCCCCCCCC di(cetyl)dimethylammonium chloride